5-(3-Phenoxyprop-1-yn-1-yl)-1,3-thiazole-4-carboxylic acid ethyl ester C(C)OC(=O)C=1N=CSC1C#CCOC1=CC=CC=C1